C1(CC1)C1=C(C=CC(=C1)C1=NOC(=N1)C)C1=NC=C(C(=O)OC)C=C1 methyl 6-(2-cyclopropyl-4-(5-methyl-1,2,4-oxadiazol-3-yl)phenyl)nicotinate